C1(=CC=CC=C1)N1C(=NC2=C1C=CC=C2[Ir+]C2=CC=CC=1N(C(=NC12)C1=CC=CC=C1)C1=CC=CC=C1)C1=CC=CC=C1 bis(1,2-diphenyl-1H-benzimidazolyl)iridium (III)